N-(3-(pentafluoro-λ6-sulfaneyl)benzyl)bicyclo[2.2.1]heptane-2-carboxamide FS(C=1C=C(CNC(=O)C2C3CCC(C2)C3)C=CC1)(F)(F)(F)F